triazinylaminostilbenesulfonate N1=NN=C(C=C1)NC1=C(C(=CC=C1)C=CC1=CC=CC=C1)S(=O)(=O)[O-]